ClC1=C(C(=CC=C1)F)S(=O)(=O)NC=1C(=NC=C(C1)C=1C=C2C(=NC=NC2=CC1)C=1CCN(CC1)C(\C=C\C(C)=O)=O)OC (E)-2-chloro-6-fluoro-N-(2-methoxy-5-(4-(1-(4-oxopent-2-enoyl)-1,2,3,6-tetrahydropyridin-4-yl)quinazolin-6-yl)pyridin-3-yl)benzenesulfonamide